N-((3-fluorooxetan-3-yl)methyl)-5-(3-methylimidazo[1,2-a]pyrimidin-6-yl)pyrrolo[2,1-f][1,2,4]triazin-2-amine FC1(COC1)CNC1=NN2C(C=N1)=C(C=C2)C=2C=NC=1N(C2)C(=CN1)C